cis-3-Hexenyl 2-methylbutanoate CC(C(=O)OCC\C=C/CC)CC